(R)-N,N-BIS(4-METHOXYBENZYL)HEX-5-ENE-2-SULFONAMIDE COC1=CC=C(CN(S(=O)(=O)[C@H](C)CCC=C)CC2=CC=C(C=C2)OC)C=C1